(S)-8-(5-((1H-indol-4-yl)thio)-6-aminopyrazin-2-yl)-2-oxa-8-azaspiro[4.5]decan-4-amine N1C=CC2=C(C=CC=C12)SC=1N=CC(=NC1N)N1CCC2([C@@H](COC2)N)CC1